CC1=CC(=NN1)C1=NN=C(O1)C(=O)N1[C@H](C2=C(CC1)NC=N2)C2=NN1C(C(=CC=C1)C)=C2 (R)-(5-(5-methyl-1H-pyrazol-3-yl)-1,3,4-oxadiazol-2-yl)(4-(4-methylpyrazolo[1,5-a]pyridin-2-yl)-1,4,6,7-tetrahydro-5H-imidazo[4,5-c]pyridin-5-yl)methanone